3-(4-methylpiperazin-1-yl)-1-(4-(pyridin-2-yl)-3,4-dihydroquinoxalin-1(2H)-yl)propan-1-one CN1CCN(CC1)CCC(=O)N1CCN(C2=CC=CC=C12)C1=NC=CC=C1